heptyl silicate [Si](OCCCCCCC)([O-])([O-])[O-]